N1(CCC1)C1=C(C=C(C=C1)S(=O)(=O)NCC(=O)O)Br ((4-(azetidin-1-yl)-3-bromophenyl)sulfonyl)glycine